(3S,3'S)-4,4'-(((3,3'''-dimethoxy-2',2''-dimethyl-[1,1':3',1'':3'',1'''-quaterphenyl]-4,4'''-diyl)bis(methylene))bis(azanediyl))bis(3-hydroxybutanoic acid) COC=1C=C(C=CC1CNC[C@H](CC(=O)O)O)C1=C(C(=CC=C1)C1=C(C(=CC=C1)C1=CC(=C(C=C1)CNC[C@H](CC(=O)O)O)OC)C)C